FC(CN)(C1=CC=C(C=C1)N1N=C(C=C1)[N+](=O)[O-])F 2,2-difluoro-2-[4-(3-nitropyrazol-1-yl)phenyl]ethanamine